ClC1=CC=C(C=C1)C1=NN(CC1C1=CC=CC=C1)C(NS(=O)(=O)C1=CC=C(C=C1)Cl)=S 3-(4-Chlorophenyl)-N-((4-chlorophenyl)sulfonyl)-4-phenyl-4,5-dihydro-1H-pyrazole-1-carbothioamide